1-isopropyl-2-methyl-4-fluoro-6-(2-chloro-pyrimidin-4-yl)-1H-benzo[d]imidazole C(C)(C)N1C(=NC2=C1C=C(C=C2F)C2=NC(=NC=C2)Cl)C